2-chloro-3-(difluoromethoxy)-6-(1,4-dioxaspiro[4.5]decane-7-en-8-yl)pyridine ClC1=NC(=CC=C1OC(F)F)C1=CCC2(OCCO2)CC1